NC=1OC2=C(N1)C=C(C=C2)C=2N=C(N1C2C(=NC=C1)N)C(CC)CC 1-(2-aminobenzo[d]oxazol-5-yl)-3-(penta-3-yl)imidazo[1,5-a]pyrazin-8-amine